FC(F)(F)C1=C(C=CC=C1)C1=NN=C2N1N=C(CC2)N2CCC(CC2)C2=CC=C(OCC(=O)O)C=C2 2-(4-(1-(3-(trifluoromethylphenyl)-7,8-dihydro-[1,2,4]triazolo[4,3-b]pyridazin-6-yl)piperidin-4-yl)phenoxy)acetic acid